(S)-N-(7-((3-hydroxy-1-(2,2,2-trifluoroacetyl)azetidin-3-yl)ethynyl)-5-methyl-4-oxo-2,3,4,5-tetrahydrobenzo[b][1,4]oxazepin-3-yl)-4-phenoxypicolinamide OC1(CN(C1)C(C(F)(F)F)=O)C#CC1=CC2=C(OC[C@@H](C(N2C)=O)NC(C2=NC=CC(=C2)OC2=CC=CC=C2)=O)C=C1